N-methyl-N-octylurea CN(C(=O)N)CCCCCCCC